5-Amino-1-isopropyl-3-[5-[2-oxo-2-[(3-phenylisoxazol-5-yl)amino]ethyl]-2-pyridyl]pyrazole-4-carboxamide NC1=C(C(=NN1C(C)C)C1=NC=C(C=C1)CC(NC1=CC(=NO1)C1=CC=CC=C1)=O)C(=O)N